ClC=1C=C(N2N=C(N=CC21)N[C@H]2[C@@H](COCC2)O)C(C)C(C)(C)F (3S,4R)-4-{[5-chloro-7-(3-fluoro-3-methylbutan-2-yl)pyrrolo[2,1-f][1,2,4]triazin-2-yl]amino}oxan-3-ol